C(C)(C)C1=C(OC=2C(=NC(=NC2)N)N)C=C(C(=C1)OC)S(=O)(=O)C 5-[2-isopropyl-4-methoxy-5-(methylsulfonyl)phenoxy]pyrimidine-2,4-diamine